COC1=C(NCC#CC=2C=C(C3=C(N(C=N3)CC(F)(F)F)C2)C(=O)N)C=CC(=C1)C(NC)=O 6-[3-[2-methoxy-4-(methylcarbamoyl)anilino]prop-1-ynyl]-1-(2,2,2-trifluoroethyl)benzimidazole-4-carboxamide